C1=CC=CC2=NC3=CC=CC=C3C(=C12)NCS(=O)(=O)NC1=CC(=CC=C1)OC (9-acridinylamino)-3'-methoxymethanesulfonanilide